3-Iodo-4-chloro-1-methyl-2-(2-methyl-4-nitrophenyl)-1H-pyrrolo[3,2-c]pyridine IC1=C(N(C2=C1C(=NC=C2)Cl)C)C2=C(C=C(C=C2)[N+](=O)[O-])C